2-mercapto-5-methoxybenzoimidazole SC=1NC2=C(N1)C=CC(=C2)OC